C(C)(C)(C)OC(=O)NCCOC=1C=NC=CC1C1=C(C2=NC=CC=C2N1C(=O)OC(C)(C)C)C1=CC=C(C=C1)F tert-butyl 2-(3-{2-[(tert-butoxycarbonyl)amino]ethoxy}pyridin-4-yl)-3-(4-fluorophenyl)-1H-pyrrolo[3,2-b]pyridine-1-carboxylate